C(C)OC(CC(C)OC(CCC(=O)OC(C)CC(=O)OCC)=O)=O succinic acid di-(4-ethoxy-4-oxo-butane-2-yl) ester